COC(N(C1=C(C=CC=C1)COC1=NC(=C(C=C1Cl)Cl)Cl)OC)=O N-methoxy-N-[2-[(3,5,6-trichloropyridin-2-yl)oxymethyl]phenyl]carbamic acid methyl ester